N,N'-(oxybis(ethane-2,1-diyl))diacrylamide O(CCNC(C=C)=O)CCNC(C=C)=O